3-dodecyl-1-phenylthiourea C(CCCCCCCCCCC)NC(NC1=CC=CC=C1)=S